NCC(CC(=O)O)(F)F 4-AMINO-3,3-DIFLUOROBUTANOIC ACID